benzyl 5-[1-(diethoxyphosphoryl) ethyl]-1-benzothiophene-2-carboxylate C(C)OP(=O)(OCC)C(C)C=1C=CC2=C(C=C(S2)C(=O)OCC2=CC=CC=C2)C1